2-(2-hydroxyethoxy)ethyl 5-{2-[2-(7-methylquinoline-8-sulfonamido)phenyl]ethynyl}pyridine-2-carboxylate CC1=CC=C2C=CC=NC2=C1S(=O)(=O)NC1=C(C=CC=C1)C#CC=1C=CC(=NC1)C(=O)OCCOCCO